4-{[(6-chloropyridin-3-yl)methyl](cyclopropyl)amino}furan-2(5H)-one ClC1=CC=C(C=N1)CN(C1=CC(OC1)=O)C1CC1